CC1=C(C=NN1)C=1C=CC=C(C1)O 5-(5-methyl-1H-pyrazol-4-yl)phenol